N-((1H-pyrrolo[3,2-c]pyridin-2-yl)methyl)-2-(5-((dibenzo[b,d]furan-2-ylmethyl)amino)-6-oxo-2-(1H-pyrazol-4-yl)pyrimidin-1(6H)-yl)acetamide N1C(=CC=2C=NC=CC21)CNC(CN2C(=NC=C(C2=O)NCC2=CC1=C(OC3=C1C=CC=C3)C=C2)C=2C=NNC2)=O